4-(4-amino-2,3-dichlorophenyl)benzo[d]isoxazol-3-amine NC1=C(C(=C(C=C1)C1=CC=CC2=C1C(=NO2)N)Cl)Cl